C(=O)(OCC1C2=CC=CC=C2C2=CC=CC=C12)N[C@H](C(=O)O)CC1=NN=NN1 (S)-2-(Fmoc-Amino)-3-(1H-tetrazole-5-yl)propanoic acid